1-Ethyl-3-(2-(((1,1,1,3,3,3-hexafluoropropan-2-yl)oxy)carbonyl)benzoyl)-5-phenyl-1H-indazole 2-oxide C(C)N1[N+](=C(C2=CC(=CC=C12)C1=CC=CC=C1)C(C1=C(C=CC=C1)C(=O)OC(C(F)(F)F)C(F)(F)F)=O)[O-]